CN1CCN(CC1)CCN 2-(4-methylpiperazin-1-yl)ethan-amine